(S)-5-oxo-N-(4-oxo-4-((6-(trifluoromethoxy)benzo[d]thiazol-2-yl)amino)butyl)pyrrolidine-2-carboxamide O=C1CC[C@H](N1)C(=O)NCCCC(NC=1SC2=C(N1)C=CC(=C2)OC(F)(F)F)=O